4-(2-hydroxypropan-2-yl)-N-((6-methoxyquinolin-8-yl)carbamoyl)furan-2-sulfonamide OC(C)(C)C=1C=C(OC1)S(=O)(=O)NC(NC=1C=C(C=C2C=CC=NC12)OC)=O